C(C)[N+](CCCS(=O)(=O)[O-])(C)CC 3-[diethyl(methyl)ammonio]-1-propanesulfonate